4-(4-aminopyridin-2-yl)-1-methyl-1H-pyrazol-5-ol NC1=CC(=NC=C1)C=1C=NN(C1O)C